N-tert-butyl-2-(2,6-diazaspiro[3.3]heptan-2-yl)acetamide C(C)(C)(C)NC(CN1CC2(C1)CNC2)=O